3,7-bis(dimethylamino)phenothiazine CN(C=1C=CC=2NC3=CC=C(C=C3SC2C1)N(C)C)C